BrC1=CC=CC=2N1C(=NC2C#N)C2=CC=CC=C2 5-bromo-3-phenylimidazo[1,5-a]pyridine-1-carbonitrile